O[C@H](COC=1C=C(C=CC1)S(=O)(=O)NC)CNC1COC2(C1)CCN(CC2)S(=O)(=O)C2=C(C=C(C=C2)C)OC 3-((2S)-2-hydroxy-3-(8-(2-methoxy-4-methylphenylsulfonyl)-1-oxa-8-azaspiro[4.5]decan-3-ylamino)propoxy)-N-methylbenzenesulfonamide